N1(CCCCC1)C(C=C)=O (piperidin-1-yl)prop-2-en-1-one